COC(C=1C2=C(C(N(C1)C)=O)N(C(=C2)C=2C=NN(C2)C)S(=O)(=O)C2=CC=C(C)C=C2)C2=CC=CC=C2 4-(methoxy(phenyl)methyl)-6-methyl-2-(1-methyl-1H-pyrazol-4-yl)-1-tosyl-1,6-dihydro-7H-pyrrolo[2,3-c]pyridin-7-one